N-(4-cyanobenzyl)N-methylformamide C(#N)C1=CC=C(CN(C=O)C)C=C1